7-fluoro-5-((2'-(5-trifluoromethoxyisoindolin-2-yl)-[2,4'-bipyrimidinyl]-4-yl)ethynyl)-1H-indazole FC=1C=C(C=C2C=NNC12)C#CC1=NC(=NC=C1)C1=NC(=NC=C1)N1CC2=CC=C(C=C2C1)OC(F)(F)F